4-nitrophenyl (4-methoxy-3-((4-methylpentyl) oxy)phenyl)carbamate COC1=C(C=C(C=C1)NC(OC1=CC=C(C=C1)[N+](=O)[O-])=O)OCCCC(C)C